1-(3-(1H-pyrrolo[2,3-b]pyridin-5-yl)phenethyl)-3-benzylurea N1C=CC=2C1=NC=C(C2)C=2C=C(CCNC(=O)NCC1=CC=CC=C1)C=CC2